tert-butyl 6-[1-(2,6-dioxo-3-piperidyl)-3-methyl-2-oxo-benzimidazol-5-yl]-2,6-diazaspiro[3.3]heptane-2-carboxylate O=C1NC(CCC1N1C(N(C2=C1C=CC(=C2)N2CC1(CN(C1)C(=O)OC(C)(C)C)C2)C)=O)=O